COC(=O)C=1N=NC(=CC1NC1=CC=C(C=C1)CCl)C1=C(C=CC=C1F)F 4-((4-(chloromethyl)phenyl)amino)-6-(2,6-difluorophenyl)pyridazine-3-carboxylic acid methyl ester